SC(C(=O)NCCC(=O)O)C 3-(2-Mercaptopropionylamino)propionic acid